L-1-aminopropyl-3-methylimidazole bromide [Br-].NC(CC)C1=NC=CN1C